1-[2-({3-[6-({[4-(1-methyl-1H-pyrazol-4-yl)phenyl]methyl}amino)pyrimidin-4-yl]imidazo[1,2-a]pyridin-7-yl}oxy)ethyl]-4-(oxetan-3-yl)piperazin-2-one CN1N=CC(=C1)C1=CC=C(C=C1)CNC1=CC(=NC=N1)C1=CN=C2N1C=CC(=C2)OCCN2C(CN(CC2)C2COC2)=O